C(C)(C)N1CCN(CC1)C1=CC(=C(C=C1)NC1=NC=CC(=C1)NC=1C=CC=C2CCN(C12)C(C)=O)OC 1-(7-((2-((4-(4-Isopropylpiperazin-1-yl)-2-methoxyphenyl)amino)pyridin-4-yl)amino)indolin-1-yl)ethan-1-one